N1N=CC2=CC(=CC=C12)NC1=NC(=NC=C1C(F)(F)F)NC=1C=C2CCC=NC2=CC1 6-((4-((1H-indazol-5-yl)amino)-5-(trifluoromethyl)pyrimidin-2-yl)amino)-3,4-dihydroquinolin